1-{2-[2-chloro-3-methyl-4-(tetramethyl-1,3,2-dioxaborolan-2-yl)phenoxy]ethyl}-4-methylpiperazine ClC1=C(OCCN2CCN(CC2)C)C=CC(=C1C)B1OC(C(O1)(C)C)(C)C